2-hexyldecyl 6-((3-((tert-butoxycarbonyl)amino)propyl)(hexadecyl)amino)-6-oxohexanoate 2-hexyldecyl-6-((3-((tert-butoxycarbonyl)amino)propyl)(hexadecyl)amino)-6-oxohexanoate C(CCCCC)C(COC(CCCCC(=O)N(CCCCCCCCCCCCCCCC)CCCNC(=O)OC(C)(C)C)=O)CCCCCCCC.C(C)(C)(C)OC(=O)NCCCN(C(CCCCC(=O)OCC(CCCCCCCC)CCCCCC)=O)CCCCCCCCCCCCCCCC